FC1=C(C=C(C=C1)[N+](=O)[O-])C 1-fluoro-2-methyl-4-nitro-benzene